The molecule is a glycoside phosphate that is salicin bearing an O-phospho group at position 6. It derives from a salicin. It is a conjugate acid of a salicin-6-phosphate(2-). C1=CC=C(C(=C1)CO)O[C@H]2[C@@H]([C@H]([C@@H]([C@H](O2)COP(=O)(O)O)O)O)O